The molecule is a ketoaldonic acid that is butyric acid carrying an oxo substituent at position 2 as well as two hydroxy substituents at positions 3 and 4 (the R-enantiomer). It is a 2-oxo monocarboxylic acid, a dihydroxy monocarboxylic acid, a ketoaldonic acid and a secondary alpha-hydroxy ketone. It derives from a butyric acid. It is a conjugate acid of a (R)-3,4-dihydroxy-2-oxobutanoate. It is an enantiomer of a (S)-3,4-dihydroxy-2-oxobutanoic acid. C([C@H](C(=O)C(=O)O)O)O